ClC1=C(C=CC=C1)C1=C(C=CC(=C1)OC([2H])([2H])[2H])S(=O)(=O)N1[C@@H](C[C@@](CC1)(C(=O)N[C@H](C)\C=C\C(=O)N1CC(C1)(F)F)F)C (2R,4S)-1-((2'-chloro-5-(methoxy-d3)-[1,1'-biphenyl]-2-yl)sulfonyl)-N-((R,E)-5-(3,3-difluoroazetidin-1-yl)-5-oxopent-3-en-2-yl)-4-fluoro-2-methylpiperidine-4-carboxamide